(R)-(4-fluoro-2-(2-methoxy-7-methylquinoxalin-5-yl)-7,8-dihydro-[1,4]dioxino[2',3':3,4]benzo[1,2-d]thiazol-7-yl)methyl (6-methylpyridin-3-yl)carbamate CC1=CC=C(C=N1)NC(OC[C@@H]1OC2=C(C3=C(N=C(S3)C3=C4N=CC(=NC4=CC(=C3)C)OC)C(=C2)F)OC1)=O